tert-butyl 4-(4-((6-chlorohexyl) amino)-2-methylphenyl)-piperazine-1-carboxylate ClCCCCCCNC1=CC(=C(C=C1)N1CCN(CC1)C(=O)OC(C)(C)C)C